1-(4-bromophenyl)-N-methylethan-1-amine BrC1=CC=C(C=C1)C(C)NC